5-(2,5-diazabicyclo[2.2.2]octan-2-yl)-2-(2,6-dioxopiperidin-3-yl)-6-fluoroisoindoline-1,3-dione C12N(CC(NC1)CC2)C=2C=C1C(N(C(C1=CC2F)=O)C2C(NC(CC2)=O)=O)=O